FC=1C(=NC=C(C1)C(=C)C)OC 3-fluoro-2-methoxy-5-(prop-1-en-2-yl)pyridine